(S)-N-(1-(3-cyano-6-(1-methyl-1H-pyrazol-4-yl)pyrazolo[1,5-a]pyridin-4-yl)pyrrolidin-3-yl)-2-(4-methoxyphenyl)acetamide C(#N)C=1C=NN2C1C(=CC(=C2)C=2C=NN(C2)C)N2C[C@H](CC2)NC(CC2=CC=C(C=C2)OC)=O